CC1(C2=CC=CC=C2C=2C=CC(=CC12)N(C1=CC=C(C=C1)C1=CC=C(N(C2=CC=CC=C2)C2=CC=3C(C4=CC=CC=C4C3C=C2)(C)C)C=C1)C1=CC=CC=C1)C N,N'-Bis(9,9-dimethyl-9H-fluoren-2-yl)-N,N'-diphenylbenzidine